C(C)(C)(C)OC([C@@H](CC=1C=C(C2=C(C=CO2)C1)C=O)[C@@H]1CN(CC1)C(=O)OC(C)(C)C)=O tert-butyl (R)-3-((S)-1-(tert-butoxy)-3-(7-formylbenzofuran-5-yl)-1-oxopropane-2-yl)pyrrolidine-1-carboxylate